FC(C(=O)[O-])(F)F.N1CC(C1)C[NH+]1CC(C1)OC 1-(azetidin-3-ylmethyl)-3-methoxyazetidinium trifluoroacetate